6-hydroxy-methyl-benzaldehyde OC1=CC=CC(=C1C=O)C